CS(=O)(=O)C1(CC1)C(=O)OC methyl 1-(methylsulfonyl)cyclopropanecarboxylate